C(C1=C(C(=CC(=C1)CCCCCCCCC)C(C1=CC=CC=C1)(C)C)O)C1=C(C(=CC(=C1)CCCCCCCCC)C(C1=CC=CC=C1)(C)C)O 2,2'-methylene-bis-(6-(alpha,alpha-dimethylbenzyl)-4-nonyl-phenol)